tert-butyl (3S,5S)-4-(7-(3-chlorophenyl)-5-cyclopropyl-7H-pyrrolo[2,3-d]pyrimidin-4-yl)-3,5-dimethylpiperazine-1-carboxylate ClC=1C=C(C=CC1)N1C=C(C2=C1N=CN=C2N2[C@H](CN(C[C@@H]2C)C(=O)OC(C)(C)C)C)C2CC2